NCC[C@@H]1CN(C[C@@H](C1(F)F)C)C1=NC=C(C(=N1)NC1=CC2=C(N(C(N2CCC(C)(C)O)=O)C)C=C1)Cl 5-((2-((3R,5S)-3-(2-aminoethyl)-4,4-difluoro-5-methylpiperidin-1-yl)-5-chloropyrimidin-4-yl)amino)-3-(3-hydroxy-3-methylbutyl)-1-methyl-1H-benzo[d]imidazol-2(3H)-one